(4-(2-chlorophenyl)thiazol-2-yl)-5-(3-hydroxypiperidin-1-yl)picolinamide ClC1=C(C=CC=C1)C=1N=C(SC1)C=1C(=NC=C(C1)N1CC(CCC1)O)C(=O)N